isophorone isocyanatomonocarbamate N(=C=O)NC(O)=O.O=C1C=C(CC(C)(C)C1)C